N,N-dimethyl-2-[[(1R,3S,4R)-4,7,7-trimethyl-3-phenyl-3-bicyclo[2.2.1]heptanyl]oxy]ethanamine CN(CCO[C@@]1(C[C@H]2CC[C@@]1(C2(C)C)C)C2=CC=CC=C2)C